tert-butyl N-[[1-[2-chloro-5-(hydroxymethyl)pyrimidin-4-yl]pyrrolidin-3-yl]methyl]carbamate ClC1=NC=C(C(=N1)N1CC(CC1)CNC(OC(C)(C)C)=O)CO